Methyl 4-fluoro-5-((2-methylallyl) (tetrahydrofuran-3-yl) amino)-2-nitrobenzoate FC1=CC(=C(C(=O)OC)C=C1N(C1COCC1)CC(=C)C)[N+](=O)[O-]